bis(tert-butyldimethylsilyl)thymidine [Si](C)(C)(C(C)(C)C)C1[C@@](O[C@@H]([C@H]1O)CO)(N1C(=O)NC(=O)C(C)=C1)[Si](C)(C)C(C)(C)C